(S,E)-((2-(1,2-dimethylpyrrolidin-2-yl)vinyl)sulfonyl)((1,2,3,5,6,7-hexahydro-s-indacen-4-yl)carbamoyl)amid CN1[C@](CCC1)(C)/C=C/S(=O)(=O)[N-]C(NC1=C2CCCC2=CC=2CCCC12)=O